C[C@H](CC)N1C(C=2N(C=3N(C(C2C1)=O)N=C(C3)C(C)(C)C)CC(=O)O)=O |r| {6-[(+-)-but-2-yl]-2-tert-butyl-5,8-dioxo-5,6,7,8-tetrahydro-4H-pyrazolo[1,5-a]pyrrolo[3,4-d]pyrimidin-4-yl}acetic acid